O1C=C(C=C1)C1=C(C(C2=CC(=CC=C12)OC)=O)C=1C=NC=CC1 3-(furan-3-yl)-6-methoxy-2-(pyridin-3-yl)-1H-inden-1-one